(tert-butyl)-3-chloronaphthalene C(C)(C)(C)C1=CC(=CC2=CC=CC=C12)Cl